N-(3-bromo-8-cyano-imidazo[1,2-a]pyridin-6-yl)-4-fluoro-3-methoxy-N-methyl-benzamide BrC1=CN=C2N1C=C(C=C2C#N)N(C(C2=CC(=C(C=C2)F)OC)=O)C